OC1=C(C=CC(=C1)C1OC2=CC(=CC(=C2C(C1)=O)O)OC)[O-] 2-hydroxy-4-(5-hydroxy-7-methoxy-4-oxo-2,3-dihydro-4H-chromen-2-yl)phenolate